tert-butyl (4s)-4-[4-[(2,6-dioxo-3-piperidyl)amino]-2-fluoro-phenyl]-3,3-difluoro-piperidine-1-carboxylate O=C1NC(CCC1NC1=CC(=C(C=C1)[C@H]1C(CN(CC1)C(=O)OC(C)(C)C)(F)F)F)=O